2,2-difluoroethylmethyl carbonate C(OCCC(F)F)([O-])=O